C(C)(C)(C)OC(=O)N1C[C@@H](CC1)CO[Si](C1=CC=CC=C1)(C1=CC=CC=C1)C(C)(C)C (3R)-3-[[tert-butyl-(diphenyl)silyl]oxymethyl]pyrrolidine-1-carboxylic acid tert-butyl ester